8-((3-bromophenyl)thio)-6-ethyl-2,4-dimethylpyrimido[4,5-c]isoquinoline-1,3,7,10(2H,4H)-tetraone BrC=1C=C(C=CC1)SC1=CC(C=2C3=C(N=C(C2C1=O)CC)N(C(N(C3=O)C)=O)C)=O